5-[[2-(1,1-Difluoroethyl)-5-[3-(difluoromethoxy)-4-fluoro-phenyl]-3-pyridyl]methyl]-7-oxa-5-azaspiro[2.4]heptan-6-one FC(C)(F)C1=NC=C(C=C1CN1CC2(CC2)OC1=O)C1=CC(=C(C=C1)F)OC(F)F